3-guanidino-4,4,4-trifluorobutanoic acid N(C(=N)N)C(CC(=O)O)C(F)(F)F